vinyltri(isopropenoxy)silane C(=C)[Si](OC(=C)C)(OC(=C)C)OC(=C)C